N1C(NC(C2=CCC3(C=C12)CC=CC1=CC=CC=C13)=O)=O 2H-spiro[naphthalene-1,7'-quinazoline]-2',4'(3'H,6'H)-dione